5-amino-2-methyl-N-(4-sulfamoylphenethyl)benzenesulfonamide NC=1C=CC(=C(C1)S(=O)(=O)NCCC1=CC=C(C=C1)S(N)(=O)=O)C